BrC1=NC(=CC=C1)Cl 2-bromo-6-chloro-pyridin